O1CCN(CC1)C1=CC(=NC=2N1N=C(C2)C2=CC=NC=C2)C(C)=O 1-(7-morpholino-2-(pyridin-4-yl)pyrazolo[1,5-a]pyrimidin-5-yl)ethanone